N-[5-[4-[(3-methyl-2-pyridyl)amino]cyclohexoxy]-7-morpholino-1,6-naphthyridin-3-yl]methanesulfonamide CC=1C(=NC=CC1)NC1CCC(CC1)OC1=C2C=C(C=NC2=CC(=N1)N1CCOCC1)NS(=O)(=O)C